N-(3-benzyl-4-cyclobutyl-1-(2,2,2-trifluoroethyl)-1H-pyrazol-5-yl)-3-(trifluoromethyl)cyclobutane-1-carboxamide C(C1=CC=CC=C1)C1=NN(C(=C1C1CCC1)NC(=O)C1CC(C1)C(F)(F)F)CC(F)(F)F